6-(3-Isopropyl-5-(2-isopropyloctahydrocyclopenta[c]pyrrol-5-yl)-1H-indol-2-yl)-7,8-dimethyl-[1,2,4]triazolo[4,3-a]pyridin C(C)(C)C1=C(NC2=CC=C(C=C12)C1CC2C(CN(C2)C(C)C)C1)C=1C(=C(C=2N(C1)C=NN2)C)C